CN1N=CC(=C1C)C(=O)N1CCCC2=CC(=CC=C12)C1(CCC1)C(=O)NC1=CC=C(C=C1)F 1-[1-(1,5-Dimethyl-1H-pyrazol-4-carbonyl)-1,2,3,4-tetrahydrochinolin-6-yl]-N-(4-fluorophenyl)cyclobutan-1-carboxamid